4-epoxy-1-methylcyclohexyl 3,4-epoxy-1-methylhexanecarboxylate 6-methyl-3,4-epoxycyclohexylmethyl-6-methyl-3,4-epoxycyclohexanecarboxylate CC1CC2C(CC1COC(=O)C1CC3C(CC1C)O3)O2.CC(CC2C(CC)O2)C(=O)OC2CC3C(CC2)(O3)C